N,N-dimethylbehenyl-amine CN(C)CCCCCCCCCCCCCCCCCCCCCC